ClC=1C=C(C=CC1F)C1(CCC=2C(=CC=C(C12)F)C(=O)N)NS(=O)(=O)C1CC1 3-chloro-4-fluorophenyl-1-(cyclopropanesulfonamido)-7-fluoro-2,3-dihydro-1H-indene-4-carboxamide